(S)-3-hydroxy-N-((S)-1-(3-(trifluoromethoxy)phenyl)ethyl)-3-(1-(trifluoromethyl)cyclopropyl)propanamide O[C@@H](CC(=O)N[C@@H](C)C1=CC(=CC=C1)OC(F)(F)F)C1(CC1)C(F)(F)F